C(C)OC[C@@]1(CN(CC1)C(C)(C)C=1C=CC(=NC1)C)CCC=1SC(=CC1)C (S)-5-(2-(3-(ethoxymethyl)-3-(2-(5-methylthiophen-2-yl)ethyl)pyrrolidin-1-yl)propan-2-yl)-2-methylpyridine